C(C=CCC(=O)[O-])(=O)OCCCCCCCCCCCC mono-lauryl glutaconate